9-β-D-Arabinofuranosyl-hypoxanthine [C@@H]1([C@@H](O)[C@H](O)[C@H](O1)CO)N1C=2N=CNC(C2N=C1)=O